[(4S)-7,8-dichloro-6-(3-fluoro-2-pyridyl)-4-methyl-4H-[1,2,4]triazolo[1,5-a][1,4]benzodiazepin-2-yl]-[3-(difluoromethoxy)azetidin-1-yl]methanone ClC1=C(C=CC2=C1C(=N[C@H](C=1N2N=C(N1)C(=O)N1CC(C1)OC(F)F)C)C1=NC=CC=C1F)Cl